5-bromo-4-isobutoxy-2-((4-methoxybenzyl)oxy)pyridine BrC=1C(=CC(=NC1)OCC1=CC=C(C=C1)OC)OCC(C)C